P(=O)(OC1=C(C=C(C=C1)Cl)C(NC1=CC(=CC(=C1)C(F)(F)F)C(F)(F)F)=O)(O)O 2-{[3,5-bis(trifluoromethyl) phenyl] carbamoyl}-4-chlorophenyl dihydrogen phosphate